methyl 6-(methylsulfonimidoyl)thieno[3,2-c]pyridine-2-carboxylate CS(=O)(=N)C1=CC2=C(C=N1)C=C(S2)C(=O)OC